BrC=1C=C2C(CCOC2=CC1)NC(OCC1=CC=CC=C1)=O benzyl (6-bromochroman-4-yl)carbamate